4-amino-N-(3-(3-aminoprop-1-yn-1-yl)-4-methylphenyl)butanamide NCCCC(=O)NC1=CC(=C(C=C1)C)C#CCN